C(C)(C)(C)OC(=O)N[C@H](C(=O)OCC)CC1CC=C(CC1)OS(=O)(=O)C(F)(F)F ethyl (2S)-2-((tert-butoxycarbonyl)amino)-3-(4-(((trifluoromethyl)sulfonyl)oxy)cyclohex-3-ene-1-yl)propanoate